6-(6-methyl-2-azaspiro[3.3]heptan-2-yl)quinoline-4-carboxylic acid CC1CC2(CN(C2)C=2C=C3C(=CC=NC3=CC2)C(=O)O)C1